(4-methoxy-4-methylpiperidin-1-yl)-6-methyl-2-oxo-1,2-dihydro-1,5-naphthyridine-3-carbonitrile COC1(CCN(CC1)N1C(C(=CC2=NC(=CC=C12)C)C#N)=O)C